triethylmethylammonium tetracyanoborate C(#N)[B-](C#N)(C#N)C#N.C(C)[N+](C)(CC)CC